difluoro-N-(pyridin-3-yl)benzamide FC=1C(=C(C(=O)NC=2C=NC=CC2)C=CC1)F